1-Methyl-2-[4-[4-(2,2,2-trifluoro-ethoxy)phenyl]-2H-1,2,3-triazol-5-yl]-2,3-dihydro-quinazolin-4-one CN1C(NC(C2=CC=CC=C12)=O)C=1C(=NNN1)C1=CC=C(C=C1)OCC(F)(F)F